F[C@]1(CN(CC[C@H]1O)C1=NC=CC(=N1)NC=1N=CC2=C(N=CC(=C2C1)C(C)C)N1C(C(C1)F)C)C (3s,4r)-3-fluoro-1-(4-((8-(3-fluoro-2-methylazetidin-1-yl)-5-isopropyl-2,7-naphthyridin-3-yl)amino)pyrimidin-2-yl)-3-methylpiperidin-4-ol